(5R)-5-[4-(2-hydroxyethoxy)phenyl]-8-(trifluoromethyl)-5H-benzopyrano[4,3-c]quinolin-2-ol OCCOC1=CC=C(C=C1)[C@H]1OC2=C(C=CC(=C2)C(F)(F)F)C=2C=NC=3C=C(C=CC3C21)O